C(#C)C1=NC=C(C(=C1)OC=1C(=NC(=NC1)NC(C)C)N)C(C)C 5-((2-ethynyl-5-isopropyl-pyridin-4-yl)oxy)-N2-isopropyl-pyrimidine-2,4-diamine